(±)-ethyl 3-((3S,4R)-3-methylpiperidin-4-yl)benzoate C[C@@H]1CNCC[C@H]1C=1C=C(C(=O)OCC)C=CC1 |r|